NC=1C=C(C=2NC3=CC=C(C=C3N(C2C1)C1=CC=CC=C1)N(C)C)CCCCCCCCCCCCCCCCCCCCCC(=O)Cl 3-amino-7-dimethylamino-5-phenylphenazinebehenic acid chloride